5-(2-methyl-5-(3-(trifluoromethyl)phenyl)furan-3-carboxamido)-1,2,4-thiadiazole CC=1OC(=CC1C(=O)NC1=NC=NS1)C1=CC(=CC=C1)C(F)(F)F